N1=C(C=CC=2CCCNC12)CC[C@H]1CN(CC1)CCCC(=O)O 4-((R)-3-(2-(5,6,7,8-tetrahydro-1,8-naphthyridin-2-yl)ethyl)pyrrolidin-1-yl)butyric acid